5-(Benzo[d]thiazol-5-yloxy)-2-fluorobenzamidine S1C=NC2=C1C=CC(=C2)OC=2C=CC(=C(C(=N)N)C2)F